(S)-4-(2-(4-(2-acetyl-5-chlorophenyl)-5-methoxy-2-oxopyridin-1(2H)-yl)-3-phenylpropionylamino)benzoic acid methyl ester COC(C1=CC=C(C=C1)NC([C@H](CC1=CC=CC=C1)N1C(C=C(C(=C1)OC)C1=C(C=CC(=C1)Cl)C(C)=O)=O)=O)=O